(3-bromophenyl)(1-methyl-1H-tetrazol-5-yl)methanol BrC=1C=C(C=CC1)C(O)C1=NN=NN1C